F[Sb-](F)(F)(F)(F)F.F[Sb-](F)(F)(F)(F)F.S(C1=CC=C(C=C1)[S+](C1=CC=CC=C1)C1=CC=CC=C1)C1=CC=C(C=C1)[S+](C1=CC=CC=C1)C1=CC=CC=C1 (thiobis(4,1-phenylene))bis(diphenylsulfonium) bis(hexafluoroantimonate)